COC=1C=2N(C=C(C1)S(=O)(=O)N(C(C(F)(F)F)C1=CC=CC=C1)C)C=CN2 8-methoxy-N-methyl-N-(2,2,2-trifluoro-1-phenylethyl)imidazo[1,2-a]pyridine-6-sulfonamide